ethyl 6-bromo-1,3-benzodioxole-5-carboxylate BrC=1C(=CC2=C(OCO2)C1)C(=O)OCC